7-bromo-3-methyl-8-fluoro-1H-quinoxalin-2-one BrC1=CC=C2N=C(C(NC2=C1F)=O)C